4-(4-tert-butylphenyl)methylene-2,6-di-tert-butyl-2,5-cyclohexadien-1-one C(C)(C)(C)C1=CC=C(C=C1)C=C1C=C(C(C(=C1)C(C)(C)C)=O)C(C)(C)C